ethylidene(ethylidene)acetic acid C(C)=CC=CC(=O)O